4'-chloro-2-fluoro-[1,1'-biphenyl] ClC1=CC=C(C=C1)C1=C(C=CC=C1)F